BrC1=CC(=C(C(=C1OC=1C=CC(=C(C#N)C1)F)F)F)[N+](=O)[O-] 5-(6-Bromo-2,3-difluoro-4-nitrophenoxy)-2-fluorobenzonitrile